FC1=CC(=CC=C1)C#CC(=C)C 1-fluoro-3-(3-methylbut-3-en-1-yn-1-yl)benzene